C(CCCCC)C(C(=O)OCCCCC1CN(CC(C1)CCCCOC(C(CCCCCCCC)CCCCCC)=O)C(=O)OC(C)(C)C)CCCCCCCC (1-(tert-butoxycarbonyl)piperidine-3,5-diyl)bis(butane-4,1-diyl) bis(2-hexyldecanoate)